FC(CN(C=1C=C(C=C(C1)F)C#C[C@@H](C)O)C1=NC=2N(C3=CC=CC(=C13)F)C(=NN2)C)F (R)-4-(3-((2,2-difluoroethyl)(6-fluoro-1-methyl-[1,2,4]triazolo[4,3-a]quinazolin-5-yl)amino)-5-fluorophenyl)but-3-yn-2-ol